CN(C/C=C/C(=O)N1C2C(N(CC1CC2)C=2NC(=CC2)C)=O)C (E)-8-(4-(dimethylamino)but-2-enoyl)-3-(5-methyl-1H-pyrrol-2-yl)-3,8-diazabicyclo[3.2.1]octan-2-one